FC1(CC(C1)(C)CN1N=C(C(=C1C(=O)NC1=CC(=CC(=C1)S(=O)(=N)C)F)C(F)(F)F)C1(CC1)F)F 1-((3,3-difluoro-1-methylcyclobutyl)methyl)-N-(3-fluoro-5-(S-methylsulfonimidoyl)phenyl)-3-(1-fluorocyclopropyl)-4-(trifluoromethyl)-1H-pyrazole-5-carboxamide